1-methyl-1H-benzo[d]imidazol-6-ylboronic acid CN1C=NC2=C1C=C(C=C2)B(O)O